CC1(CC1)NC(O[C@H]1CO[C@H](C1)C1=NN(C(=C1)NC(=O)C1=CC(=NN1C)COCC(F)(F)F)C(C)(C)C)=O (3R,5R)-5-(1-(tert-butyl)-5-(1-methyl-3-((2,2,2-trifluoroethoxy)methyl)-1H-pyrazole-5-carboxamido)-1H-pyrazol-3-yl)tetrahydrofuran-3-yl (1-methylcyclopropyl)carbamate